2,6-Anhydro-4-(3-cyano-2H-pyrazolo[4,3-b]pyridin-2-yl)-3,4,5-trideoxy-5-isobutyramido-D-glycero-D-galacto-non-2-enonic acid C(#N)C=1N(N=C2C1N=CC=C2)[C@H]2C=C(C(=O)O)O[C@H]([C@@H]2NC(C(C)C)=O)[C@H](O)[C@H](O)CO